ethyl (1S,3R,4S)-4-amino-3-azidocyclohexane-1-carboxylate N[C@@H]1[C@@H](C[C@H](CC1)C(=O)OCC)N=[N+]=[N-]